BrC1=NC(=CC=C1C)Br 2,6-dibromo-3-methyl-pyridine